ClC=1C=C(C=C(C1)F)N1C=C(C=2C(C(CCC12)(F)F)O)C=C (3-chloro-5-fluorophenyl)-5,5-difluoro-3-vinyl-4,5,6,7-tetrahydro-1H-indol-4-ol